COC1=C(C=C(C=C1)C=1C2=C(C=NC1)N=CN2C2=CC(=C(C(=C2)OC)OC)OC)O methoxy-5-[1-(3,4,5-trimethoxyphenyl)-1H-imidazo[4,5-c]pyridin-7-yl]phenol